(2S)-1-[2-[(3R)-3-[(8-fluoro-6-quinolyl)amino]pyrrolidin-1-yl]acetyl]pyrrolidine-2-carbonitrile FC=1C=C(C=C2C=CC=NC12)N[C@H]1CN(CC1)CC(=O)N1[C@@H](CCC1)C#N